NC=1C2=C(N=CN1)N(C=C2C#CC=2C=CC1=C(N=C(S1)C1CC1)C2)[C@@H]2CN(CC2)C(C=C)=O (S)-1-(3-(4-amino-5-((2-cyclopropylbenzo[d]thiazol-5-yl)ethynyl)-7H-pyrrolo[2,3-d]pyrimidin-7-yl)pyrrolidin-1-yl)prop-2-en-1-one